5-methyl-8-(3-methyl-5-(2-methylpyridin-4-yl)piperazin-1-yl)-6-oxo-5,6-dihydro-1,5-naphthyridine-2-carbonitrile CN1C=2C=CC(=NC2C(=CC1=O)N1CC(NC(C1)C1=CC(=NC=C1)C)C)C#N